tert-butyl 4-((((2R,3R,4R,5S)-3,4-dihydroxy-5-((6-(trifluoromethyl)pyrazin-2-yl)amino)tetrahydro-2H-pyran-2-yl)methyl)carbamoyl)piperazine-1-carboxylate O[C@H]1[C@H](OC[C@@H]([C@H]1O)NC1=NC(=CN=C1)C(F)(F)F)CNC(=O)N1CCN(CC1)C(=O)OC(C)(C)C